4,6-dichloropicolinamide ClC1=CC(=NC(=C1)Cl)C(=O)N